1-ethyl-N-((1,2,3,5,6,7-hexahydro-s-indacen-4-yl)carbamoyl)-1H-pyrazole-3-sulfonimidamide C(C)N1N=C(C=C1)S(=O)(NC(NC1=C2CCCC2=CC=2CCCC12)=O)=N